2-[4-(2-bromophenyl)-2-oxo-chromen-7-yl]oxypropionic acid isopropyl ester C(C)(C)OC(C(C)OC1=CC=C2C(=CC(OC2=C1)=O)C1=C(C=CC=C1)Br)=O